1-(2-(4-aminophenyl)morpholino)ethan-1-one tert-butyl-2-(3-fluoropyridin-2-yl)-4-oxopyrazoline-1-carboxylate C(C)(C)(C)OC(=O)N1N(CC(C1)=O)C1=NC=CC=C1F.NC1=CC=C(C=C1)C1OCCN(C1)C(C)=O